C(C)OC(CN1CCNCC1)OCC (2,2-diethoxyethyl)piperazine